1-(4-Methoxybenzyl)-8-(1-(3-methoxypropyl)-1H-pyrazol-4-yl)-4-(5-methyloxazol-2-yl)-1,3-dihydro-2H-benzo[b]azepin-2-one COC1=CC=C(CN2C3=C(C=C(CC2=O)C=2OC(=CN2)C)C=CC(=C3)C=3C=NN(C3)CCCOC)C=C1